C(C)C=1C(=NN(N1)C1=CC=CC=C1)CC diethyl-2-phenyl-2H-1,2,3-triazole